C(C)N(CCCN1C(=CN2C1SC1=C2C=CC=C1)C1=C(C=CC=C1)C)CC N-(3-(diethylamino)propyl)-2-(o-tolyl)benzo[d]imidazo[2,1-b]thiazole